FC=1C=C2CN(CC2=CC1)C=1OC2=C(C=CC=C2C(C1)=O)C(C)NC1=C(C(=O)O)C=CC=C1 2-[1-[2-(5-Fluoroisoindolin-2-yl)-4-oxo-chromen-8-yl]ethylamino]benzoic acid